2-methyl-N-(2-morpholinophenylmethylene)propane-2-sulfinamide CC(C)(C)S(=O)N=CC1=C(C=CC=C1)N1CCOCC1